2,2-dimethyl-4-oxo-3,8,11,14-tetraoxa-5-azahexadecane CC(C)(OC(NCCOCCOCCOCC)=O)C